N-[2-[2-chloro-4-(trifluoromethyl)phenoxy]phenyl]-3-(difluoromethyl)-1-methyl-pyrazole-4-carboxamide ClC1=C(OC2=C(C=CC=C2)NC(=O)C=2C(=NN(C2)C)C(F)F)C=CC(=C1)C(F)(F)F